NC1=C(C(=O)N2CCN(CC2)C(C=C)=O)C=C(C(=C1F)Br)Cl (4-(2-amino-4-bromo-5-chloro-3-fluorobenzoyl)piperazin-1-yl)prop-2-en-1-one